3-(3-((2-Isopropyl-4-oxo-5,6,7,8-tetrahydroquinazolin-3(4H)-yl)methyl)isoxazol-5-yl)-5-methoxybenzonitrile C(C)(C)C1=NC=2CCCCC2C(N1CC1=NOC(=C1)C=1C=C(C#N)C=C(C1)OC)=O